methyl 4-((tert-butoxycarbonyl)(methyl)amino)-2-chlorobenzoate C(C)(C)(C)OC(=O)N(C1=CC(=C(C(=O)OC)C=C1)Cl)C